Cl.Cl.N1C[C@@H](CCC1)CN1C[C@H](CC1)CN1CCC(CC1)C(=O)N (((R)-1-(((R)-piperidin-3-yl)methyl)pyrrolidin-3-yl)methyl)piperidine-4-carboxamide dihydrochloride